FC1=C(C=CC(=C1)OC1=CC(=NC=C1)C=1N=C(SC1)C)NC(OC(C)(C)C)=O tert-Butyl N-[2-fluoro-4-[[2-(2-methylthiazol-4-yl)-4-pyridyl]oxy]phenyl]carbamate